cetylstearyl D-glucopyranoside O(C1[C@H](O)[C@@H](O)[C@H](O)[C@H](O1)CO)CCCCCCCCCCCCCCCCCCCCCCCCCCCCCCCCCC